C(C1=CC=CC=C1)N1C2=NC=NC(=C2N=C1C1=C(C=C(OCCN2C[C@@H](N([C@@H](C2)C)C(=O)OC(C)(C)C)C)C=C1)Cl)OC1(CC1)C Tert-butyl (cis)-4-(2-(4-(9-benzyl-6-(1-methylcyclopropoxy)-9H-purin-8-yl)-3-chlorophenoxy)ethyl)-2,6-dimethylpiperazine-1-carboxylate